ClC1=NC=CC2=C1C(=CN2C)C(=O)N2CC(CCC2)COC2=C(C=CC=C2)C (4-chloro-1-methyl-1H-pyrrolo[3,2-c]pyridin-3-yl)(3-((o-tolyloxy)methyl)piperidin-1-yl)methanone